C(C)(C)(C)OC(=O)N([C@H](C(=O)OC(C)(C)C)CC\C=C\C(=O)N(C)C)C(=O)OCCO[Si](C1=CC=CC=C1)(C1=CC=CC=C1)C(C)(C)C tert-butyl (E,2S)-2-[tert-butoxycarbonyl-[2-[tert-butyl(diphenyl)silyl]oxyethoxycarbonyl]amino]-7-(dimethylamino)-7-oxo-hept-5-enoate